CC(OC(COCCOCCOCCOCCNS(=O)(=O)C1CCN(CC1)C(=O)OCC1=CC=CC=C1)=O)(C)C benzyl 4-(N-(16,16-dimethyl-14-oxo-3,6,9,12,15-pentaoxaheptadecyl)sulfamoyl)piperidine-1-carboxylate